C(C)(C)(C)OC(NC[C@H](C)OC1=NC=C(C=C1CN)F)=O (S)-(2-((3-(aminomethyl)-5-fluoropyridin-2-yl)oxy)propyl)carbamic acid tert-butyl ester